4-(4-(3-cyano-5-methyl-1H-1,2,4-triazol-1-yl)-5-fluoropyrimidin-2-yl)piperazine-1-carboxylic acid tert-butyl ester C(C)(C)(C)OC(=O)N1CCN(CC1)C1=NC=C(C(=N1)N1N=C(N=C1C)C#N)F